C1(CCCCCCCN1)=O capryllactam